(R)-(2-(5-(1-Aminoethyl)thiophen-3-yl)benzyl)(methyl)carbamate N[C@H](C)C1=CC(=CS1)C1=C(COC(NC)=O)C=CC=C1